C1CCCC12CNCCC2CN2C(C=C(CC2)C2=CC=CC=C2)=O 1-((7-Azaspiro[4.5]decan-10-yl)methyl)-4-phenyl-5,6-dihydropyridin-2(1H)-one